ClC1=C(C(=C2C=NN(C2=C1)C1OCCCC1)B1OC(C(O1)(C)C)(C)C)C(F)(F)F 6-chloro-1-tetrahydropyran-2-yl-4-(4,4,5,5-tetramethyl-1,3,2-dioxaborolan-2-yl)-5-(trifluoromethyl)indazole